C(C)(C)(C)OC(=O)N1C2C(CCC1CC2)(C2=CNC1=NC=CC=C12)O.OCCNC(CCCCC(=O)NCCO)=O N,N'-di(β-hydroxyethyl)hexanediamide tert-butyl-2-hydroxy-2-(1H-pyrrolo[2,3-b]pyridin-3-yl)-8-azabicyclo-[3.2.1]octane-8-carboxylate